(S)-(4-(pyridin-3-yloxy)phenyl)-4,5-dihydro-3H-1-thia-3,5,8-triazaacenaphthylene-2-carboxamide N1=CC(=CC=C1)OC1=CC=C(C=C1)N1C2=C(SC=3N=CC=C(NC1)C32)C(=O)N